((4-chloro-2-(trifluoromethyl) phenoxy) methyl) benzoate C(C1=CC=CC=C1)(=O)OCOC1=C(C=C(C=C1)Cl)C(F)(F)F